(R)-(6,7-dichloro-1-methyl-1,3,4,5-tetrahydro-2H-pyrido[4,3-b]indol-2-yl)(5-fluoropyrimidin-2-yl)methanone ClC1=C(C=CC=2C3=C(NC12)CCN([C@@H]3C)C(=O)C3=NC=C(C=N3)F)Cl